(2S)-2-[2-(1,3-benzothiazol-2-yl)-4-bromophenoxy]propionic acid S1C(=NC2=C1C=CC=C2)C2=C(O[C@H](C(=O)O)C)C=CC(=C2)Br